N-(2-(difluoromethoxy)-6-methylpyridin-3-yl)-3-(2-isopropylphenyl)-1-(4-methylpiperazine-1-carbonyl)azetidine-3-carboxamide FC(OC1=NC(=CC=C1NC(=O)C1(CN(C1)C(=O)N1CCN(CC1)C)C1=C(C=CC=C1)C(C)C)C)F